ethyl N,N-dimethyl-para-aminobenzoate CN(C1=CC=C(C(=O)OCC)C=C1)C